N-(4-mercaptophenyl)cyclopropanecarboxamide SC1=CC=C(C=C1)NC(=O)C1CC1